Difluoromethyl (2-pyridyl) sulfone N1=C(C=CC=C1)S(=O)(=O)C(F)F